Dimethylsilyl-(trimethylsilylmethyl-cyclopentadienide) C[SiH](C)C=1[C-](C=CC1)C[Si](C)(C)C